1-(3-methoxybenzyl)-1-(quinolin-6-yl)thiourea COC=1C=C(CN(C(=S)N)C=2C=C3C=CC=NC3=CC2)C=CC1